4-[(dimethylamino)methyl]-1-[(8S)-6-(1,6-dimethylpyrazolo[3,4-b]pyridin-4-yl)-8-methyl-7,8-dihydro-5H-1,6-naphthyridin-2-yl]piperidin-4-ol CN(C)CC1(CCN(CC1)C1=NC=2[C@H](CN(CC2C=C1)C1=C2C(=NC(=C1)C)N(N=C2)C)C)O